1-difluoromethyl-3-ethylimidazole FC(N1CN(C=C1)CC)F